C1(CC1)C(=O)N1CCC2=CC(=CC=C12)C=1N=C(SC1C)C(=O)NCC1=CC(=CC=C1)OCCCCCNC1=C2C(N(C(C2=CC=C1)=O)C1C(NC(CC1)=O)=O)=O 4-(1-(cyclopropanecarbonyl)indolin-5-yl)-N-(3-((5-((2-(2,6-dioxopiperidin-3-yl)-1,3-dioxoisoindolin-4-yl)amino)pentyl)oxy)benzyl)-5-methylthiazole-2-carboxamide